sodium pimelate C(CCCCCC(=O)[O-])(=O)[O-].[Na+].[Na+]